2,7,7,9,15-pentamethyl-4,13-dioxa-3,14-dioxa-5,12-diazahexadecane-1,16-diyl diacrylate C(C=C)(=O)OCC(OONCC(CC(CCNOOC(COC(C=C)=O)C)C)(C)C)C